ClC=1C(=CC2=C(C[C@](O2)(C2=CC=CC=C2)CNC)C1C1=C(C=C2CCNC2=C1F)C(=O)N)F (S)-6-((S)-5-Chloro-6-fluoro-2-((methylamino)methyl)-2-phenyl-2,3-dihydrobenzofuran-4-yl)-7-fluoroindoline-5-carboxamide